ClC=1C=C2C=CC(=CC2=CC1)N(C)CC=1N=NNC1C(=O)O 4-(((6-chloronaphthalen-2-yl)(methyl)amino)methyl)-1H-1,2,3-triazole-5-carboxylic acid